6,7-Difluoro-8-(6-fluoro-1-methylsulfonyl-1H-indol-4-yl)-1,4,4,9-tetramethyl-5H-[1,2,4]triazolo[4,3-a]quinoxaline FC1=C2NC(C=3N(C2=C(C(=C1F)C1=C2C=CN(C2=CC(=C1)F)S(=O)(=O)C)C)C(=NN3)C)(C)C